FC1=C(C(=CC=C1)F)C=1C=NC2=CC(=CC=C2C1)C(=O)NC1=CC(=NN1C)C(F)(F)F 3-(2,6-Difluorophenyl)-N-[1-methyl-3-(trifluoromethyl)-1H-pyrazol-5-yl]quinoline-7-carboxamide